tetramethyl-dimethoxyl-disiloxane C[Si](O[Si](OC)(OC)C)(C)C